BrC=1C=C(C(=C2CCC(C12)=O)NC(=O)C1=NC(=NC(=C1)C)N1CC(C(CC1)(F)F)C=C)F N-(7-bromo-5-fluoro-1-oxo-2,3-dihydro-1H-indene-4-yl)-2-(4,4-difluoro-3-vinylpiperidin-1-yl)-6-methylpyrimidine-4-carboxamide